(R)-4-(2,2-difluoro-7-((5-methoxy-7-methyl-1H-indol-4-yl)methyl)-7-azaspiro[3.5]nonan-6-yl)-3-(3,3-difluoroazetidin-1-yl)benzoic acid FC1(CC2(C1)C[C@@H](N(CC2)CC2=C1C=CNC1=C(C=C2OC)C)C2=C(C=C(C(=O)O)C=C2)N2CC(C2)(F)F)F